BrC=1C=C(C=CC1)C1(CC(C1)(F)F)C(C1=NN=CN1C)F 3-((1-(3-bromophenyl)-3,3-difluorocyclobutyl)fluoromethyl)-4-methyl-4H-1,2,4-triazole